1-((5-bromo-2'-chloro-[1,1'-biphenyl]-2-yl)sulfonyl)-4-fluoro-N-((2R,Z)-4-(methylsulfinyl)but-3-en-2-yl)piperidine-4-carboxamide BrC=1C=CC(=C(C1)C1=C(C=CC=C1)Cl)S(=O)(=O)N1CCC(CC1)(C(=O)N[C@H](C)\C=C/S(=O)C)F